(2S,3R,4R,5S)-4-[[3-(2-ethoxy-3,4-difluoro-phenyl)-4,5-dimethyl-5-(trifluoromethyl)tetrahydrofuran-2-carbonyl]amino]-1-oxo-pyridin-1-ium-2-carboxamide C(C)OC1=C(C=CC(=C1F)F)[C@@H]1C(O[C@@]([C@@H]1C)(C(F)(F)F)C)C(=O)NC1=C[C@H]([N+](C=C1)=O)C(=O)N